FC1=C(C(=CC(=C1)F)F)N=C=O 1,3,5-trifluoro-2-isocyanatobenzene